O(C1=CC=CC=C1)C=1C=C(C=CC1)B(O)O (3-phenoxyphenyl)boronic acid